OCCN(CCCNC(=O)O[C@@H]1CC2=CC[C@H]3[C@@H]4CC[C@H]([C@@H](CCCC(C)C)C)[C@]4(CC[C@@H]3[C@]2(CC1)C)C)C cholesterol (3-[N-[3-[(2-hydroxyethyl)methylamino]propyl]carbamate])